C(C)(C)(C)OC(=O)NC=1N(C(C(=CN1)C(=O)OCC)=O)C1=CC=C(C=C1)F Ethyl 2-((tert-butoxycarbonyl)amino)-1-(4-fluorophenyl)-6-oxo-1,6-dihydropyrimidine-5-carboxylate